2-nonadecylphenol C(CCCCCCCCCCCCCCCCCC)C1=C(C=CC=C1)O